isoxazolo[3,4-c]quinolin-4(5H)-one C=1ON=C2C(NC=3C=CC=CC3C21)=O